N1CCC(CC1)C1=CN=CC2=C1OCCN2C2C(NC(CC2)=O)=O 3-[8-(4-piperidinyl)-2,3-dihydropyrido[4,3-b][1,4]oxazin-4-yl]piperidine-2,6-dione